BrC1=CC(=C(OCC2OC2)C=C1)OC 2-((4-bromo-2-methoxyphenoxy)methyl)oxirane